C[Si](C=C)(F)F methyl(difluoro)(vinyl)silane